(R)-1-(4-(ethylsulfanyl)phenyl)-2-methoxyethylamine C(C)SC1=CC=C(C=C1)[C@H](COC)N